(2-amino-6-methoxybenzo[d]thiazol-4-yl)(pyridin-4-yl)methanol NC=1SC2=C(N1)C(=CC(=C2)OC)C(O)C2=CC=NC=C2